1-Ethyl-N'-((3-ethyl-2-(trifluoromethyl)-6,7-dihydro-5H-cyclopenta[b]pyridin-4-yl)carbamoyl)-4-fluoro-1H-pyrazole-3-sulfonimidamide C(C)N1N=C(C(=C1)F)S(=O)(N)=NC(NC1=C2C(=NC(=C1CC)C(F)(F)F)CCC2)=O